7-(3-chloro-5-hydroxy-2-(trifluoromethyl)phenyl)-2-(((S)-1-methylpyrrolidin-2-yl)methoxy-d2)Pyrimido[4,5-d]Pyridazin-8(7H)-one ClC=1C(=C(C=C(C1)O)N1N=CC2=C(C1=O)N=C(N=C2)OC([2H])([2H])[C@H]2N(CCC2)C)C(F)(F)F